C1(CCCCC1)C(COCCCC)(COCCCC)CC[Si](C1=CC=C(C=C1)Cl)(C1=CC=C(C=C1)Cl)C1=CC=C(C=C1)Cl 2-cyclohexyl-2-(2-(tri(4-chlorophenyl)silyl)ethyl)-1,3-dibutoxypropane